(S or R)-1-ethyl-5-(6-(2-hydroxy-6-methyl-4-(trifluoromethyl)phenyl)-2H-pyrazolo[3,4-b]pyridin-2-yl)piperidin-2-one C(C)N1C(CC[C@@H](C1)N1N=C2N=C(C=CC2=C1)C1=C(C=C(C=C1C)C(F)(F)F)O)=O |o1:6|